(3R)-3-amino-7-(4-tert-butyl-2-pyridinyl)-5-[(4-chlorophenyl)methyl]-8-fluoro-1,1-dioxo-2,3-dihydro-1λ6,5-benzothiazepine-4-One N[C@H]1CS(C2=C(N(C1=O)CC1=CC=C(C=C1)Cl)C=C(C(=C2)F)C2=NC=CC(=C2)C(C)(C)C)(=O)=O